COC(C1=NC=2NCCCC2C=C1C=O)OC 2-(dimethoxymethyl)-5,6,7,8-tetrahydro-1,8-naphthyridine-3-carbaldehyde